(2-hydroxypropoxy)-butanesulfonic acid OC(COC(CCC)S(=O)(=O)O)C